CC(CCC)SC(S)=S.C1(C=2C(C(N1)=O)=CC=CC2)=O phthalimide methyl-butyl-trithiocarbonate